N1N=C(C2=CC=CC=C12)C=1C=C(SC1)C(CCC(=O)O)=O 4-(4-(1H-indazol-3-yl)thiophen-2-yl)-4-oxobutanoic acid